FC1=CC(=CC2=CC=3C[C@@](CCC3N=C12)(C(C)C)F)C(=O)N[C@H](CC[NH+]1CCCC1)C=1C=NC(=CC1)C1=CN=NC=C1 |r| rac-(7S)-4,7-difluoro-7-isopropyl-N-[rac-(1R)-1-(6-pyridazin-4-yl-3-pyridyl)-3-pyrrolidin-1-ium-1-yl-propyl]-6,8-dihydro-5H-acridine-2-carboxamide